[Sn].[Bi] Bismuth Tin